butylnaphthalenesulfinate C(CCC)OS(=O)C1=CC=CC2=CC=CC=C12